C(C)(C)(C)C1=CC=C(C=C1)C=C(C)C=1C=C2C(=CC=NC2=CC1)C(=O)NCC(=O)N1C(CC(C1)(F)F)C#N 6-(1-(4-(tert-butyl)phenyl)prop-1-en-2-yl)-N-(2-(2-cyano-4,4-difluoropyrrolidin-1-yl)-2-oxoethyl)quinoline-4-carboxamide